N4-(3-aminophenyl-6-d)-5-(3-fluoro-5-methoxyphenyl)-N2-(1-methyl-1H-pyrazol-4-yl)pyrimidine-2,4-diamine NC=1C=C(C(=CC1)[2H])NC1=NC(=NC=C1C1=CC(=CC(=C1)OC)F)NC=1C=NN(C1)C